4-fluoro-N-(3-methyl-4-((5-(4-nitrophenyl)-1H-pyrazol-3-yl)amino)phenyl)benzenesulfonamide FC1=CC=C(C=C1)S(=O)(=O)NC1=CC(=C(C=C1)NC1=NNC(=C1)C1=CC=C(C=C1)[N+](=O)[O-])C